7-benzyl-1-(3-hydroxypropyl)-8-(4-methoxyphenoxy)-3-methyl-1H-purine-2,6(3H,7H)-dione C(C1=CC=CC=C1)N1C(=NC=2N(C(N(C(C12)=O)CCCO)=O)C)OC1=CC=C(C=C1)OC